ClC1=C(C=C(C(=O)N2CC=3C(=NN4C3C(N(C[C@H]4C)[C@H](C)C=4C=NC(=CC4)C(C)(C)O)=O)C[C@H]2C)C=C1)F |o1:19| (3R,7R)-2-(4-chloro-3-fluorobenzoyl)-9-((R*)-1-(6-(2-hydroxypropan-2-yl)pyridin-3-yl)ethyl)-3,7-dimethyl-1,2,3,4,8,9-hexahydropyrido[4',3':3,4]pyrazolo[1,5-a]pyrazin-10(7H)-one